(5-amino-1-(2-cyclopropyl-1H-benzo[d]imidazol-5-yl)-1H-pyrazol-4-yl)(6-(1-methyl-1H-pyrazol-4-yl)-1H-indol-2-yl)methanone NC1=C(C=NN1C1=CC2=C(NC(=N2)C2CC2)C=C1)C(=O)C=1NC2=CC(=CC=C2C1)C=1C=NN(C1)C